OC1=C(C=CC=C1)C=1C=C2C(=NN1)NC[C@@H]1N2CCN(C1)C(=O)N1CCC(CC1)C=O (S)-1-(2-(2-hydroxyphenyl)-6,6a,7,8,9,10-hexahydro-5H-pyrazino[1',2':4,5]pyrazino[2,3-c]pyridazine-8-carbonyl)piperidine-4-carbaldehyde